CCCCCCCCCCCCCCCC/C=C\\OC[C@H](COP(=O)([O-])OC[C@@H](C(=O)[O-])[NH3+])OC(=O)CCCCCCC/C=C\\CCCCCCCC The molecule is a 1-(1Z-alk-1-enyl)-2-acyl-sn-glycero-3-phospho-L-serine(1-) that is the conjugate base of 1-(1Z-octadecenyl)-2-oleoyl-sn-glycero-3- phosphoserine(1-), obtained by deprotonation of the phosphate and carboxy groups and protonation of the amino group; major species at pH 7.3. It is a conjugate base of a 1-(1Z-octadecenyl)-2-oleoyl-sn-glycero-3-phosphoserine.